N1=NN(C2=NC=CC=C21)C2=CC(=C(C(=O)N(C1=NC=CC=C1C(N(C)C)=O)[C@H]1CN(CCC1)C(=O)OC(C)(C)C)C=C2)F tert-butyl (R)-3-(4-(3H-[1,2,3]triazolo[4,5-b]pyridin-3-yl)-N-(3-(dimethylcarbamoyl)pyridin-2-yl)-2-fluorobenzamido)piperidine-1-carboxylate